ls-1,4-dimethyl-pyridine iodide [I-].CN1CC=C(C=C1)C